C(#N)[C@H](C[C@H]1C(NCC1)=O)NC([C@@H](CC(C)(C)C)C1=CN=C2SC(=C(N21)C)C(=O)N)=O [(2S)-1-({(1S)-1-cyano-2-[(3S)-2-oxopyrrolidin-3-yl]ethyl}amino)-4,4-dimethyl-1-oxopentan-2-yl]-3-methylimidazo[2,1-b][1,3]thiazole-2-carboxamide